4-(((6-((6-cyclopropylimidazo[1,2-a]pyridin-2-yl)methoxy)-2-(2H-tetrazol-5-yl)pyrimidin-4-yl)amino)methyl)-3,5-dimethylbenzimidamide C1(CC1)C=1C=CC=2N(C1)C=C(N2)COC2=CC(=NC(=N2)C=2N=NNN2)NCC2=C(C=C(C(N)=N)C=C2C)C